C(C)(C)(C)OC(NC1=NC(=CNC1=O)C)=O 6-methyl-3-oxo-3,4-dihydropyrazin-2-yl-carbamic acid tert-butyl ester